[I-].C(CCCCCCCCCCCCCCCCC)[N+](CCC[Si](OC)(OC)OC)(CCC[Si](OC)(OC)OC)C N-octadecyl-N-methyl-N,N-bis-(3-trimethoxysilylpropyl)ammonium iodide